C(C)N1CCN(CC1)C1=CC=C(C=C1)S 4-(4-ethylpiperazin-1-yl)thiophenol